C1(CCC1)SCSC1=C(C#N)C(=CC(=N1)C=1C=NN(C1)C)C1=CC=C(C=C1)OCOC 2-(((cyclobutylthio)methyl)thio)-4-(4-(methoxymethoxy)phenyl)-6-(1-methyl-1H-pyrazol-4-yl)nicotinonitrile